2-(2,5-Dibromophenoxy)ethan-1-ol tert-butyl-(2-((6-amino-5-((2-hydroxyphenyl)diazenyl)pyridin-2-yl)amino)-2-oxoethyl)carbamate C(C)(C)(C)N(C(=O)OCCOC1=C(C=CC(=C1)Br)Br)CC(=O)NC1=NC(=C(C=C1)N=NC1=C(C=CC=C1)O)N